(+/-)-N5-((1R,5S,6r)-3-Oxabicyclo[3.1.0]hexan-6-yl)-1-(1-(3-fluoro-2-methylphenyl)ethyl)-N3-methyl-1H-pyrazole-3,5-dicarboxamide [C@H]12COC[C@@H]2C1NC(=O)C1=CC(=NN1C(C)C1=C(C(=CC=C1)F)C)C(=O)NC